CC1=C(C(=CC(=C1)C)C)C1=C(C(=CC=C1)C1=C(C=C(C=C1C)C)C)P1CCC2(OCCO2)CC1 1,4-dioxa-8-[2,6-bis(2,4,6-trimethylphenyl)phenyl]-8-phospha-spiro[4.5]decane